CC1=NC2=C3C(=C(C=C2C(=N1)N[C@H](C)C1=CC(=CC(=C1)C(F)(F)F)NC)O[C@@H]1COCC1)OCC3 2-Methyl-N-((R)-1-(3-(methylamino)-5-(trifluoromethyl)phenyl)ethyl)-6-(((S)-tetrahydrofuran-3-yl)oxy)-8,9-dihydrofuro[2,3-h]quinazolin-4-amine